benzyl (R)-1-isopropylaziridine-2-carboxylate C(C)(C)[N@@]1C(C1)C(=O)OCC1=CC=CC=C1